[Br-].[Br-].C(C)OC1=C(C(=C(C2=NC3=CC=CC=C3N=C12)OCC)OCC)OCC tetraethoxyphenazine dibromide